ClC1=C(C(=NN1C)C1=NOC(=C1)C)C(=O)N1CC2(C1)CCN(CC2)CCC(C)(C)C (5-Chloro-1-methyl-3-(5-methylisoxazol-3-yl)-1H-pyrazol-4-yl)(7-(3,3-dimethylbutyl)-2,7-diazaspiro[3.5]nonan-2-yl)methanone